2-((3-((5r,10r)-3,7-Di(azetidin-1-yl)-5-methyl-3'-oxo-3'H,5H-spiro[dibenzo[b,e]siline-10,1'-isobenzofuran]-5-yl)propyl)thio)acetic acid N1(CCC1)C=1C=CC2=C([Si](C3=C(C=CC(=C3)N3CCC3)C23OC(C2=CC=CC=C32)=O)(C)CCCSCC(=O)O)C1